COC1=C(C=CC=C1B1OC(C(O1)(C)C)(C)C)O 2-methoxy-3-(4,4,5,5-tetramethyl-1,3,2-dioxaborolan-2-yl)phenol